3,5-Dioxo-N-(4-((4-(4-(trifluoromethyl)piperidin-1-yl)phenyl)amino)benzyl)piperazine-1-carboxamide O=C1CN(CC(N1)=O)C(=O)NCC1=CC=C(C=C1)NC1=CC=C(C=C1)N1CCC(CC1)C(F)(F)F